methyl (4-(3-phenyloxetan-3-yl) benzoyl)glycinate C1(=CC=CC=C1)C1(COC1)C1=CC=C(C(=O)NCC(=O)OC)C=C1